1-(methoxymethyl)cyclohexane-1-carboxylate COCC1(CCCCC1)C(=O)[O-]